(1R,3S)-3-[5-(7-formyl-6-hydroxy-2,3-dihydro-1-benzofuran-2-amido)-2H-pyrazol-3-yl]cyclopentyl N-isopropylcarbamate C(C)(C)NC(O[C@H]1C[C@H](CC1)C=1NN=C(C1)NC(=O)C1OC2=C(C1)C=CC(=C2C=O)O)=O